methyl 4-((3R,5R)-5-((3-bromo-1-methyl-2-oxo-1,2-dihydropyridin-4-yl)amino)-1-methylpiperidin-3-yl)benzoate BrC=1C(N(C=CC1N[C@@H]1C[C@@H](CN(C1)C)C1=CC=C(C(=O)OC)C=C1)C)=O